C(C)(C)(C)C1=C(C=C(C=C1F)O)F 4-tert-butyl-3,5-difluoro-phenol